2-(5-(2'-chloro-2-methyl-[1,1'-biphenyl]-3-yl)isoindolin-2-yl)ethan-1-ol ClC1=C(C=CC=C1)C1=C(C(=CC=C1)C=1C=C2CN(CC2=CC1)CCO)C